N-(3-bromo-2-fluoro-6-morpholinobenzyl)-N-methylethanamine BrC=1C(=C(CN(CC)C)C(=CC1)N1CCOCC1)F